6-benzyloxy-17-(tert-butoxycarbonylamino)-6,15-bis(trifluoromethyl)-19-oxa-3,4,13,18-tetrazatricyclo[12.3.1.12,5]nonadeca-1(17),2,4,9,14(18),15-hexaene-12-carboxylic acid C(C1=CC=CC=C1)OC1(C2=NN=C(C3=C(C=C(C(NC(CC=CCC1)C(=O)O)=N3)C(F)(F)F)NC(=O)OC(C)(C)C)O2)C(F)(F)F